AGARITINIC ACID N[C@@H](CCC(=O)NNC1=CC=C(CO)C=C1)C(=O)O